(R)-8-(4-(bis(4-fluorophenyl)methyl)-3-ethylpiperazin-1-yl)-5-methyl-6-oxo-5,6-dihydro-1,5-naphthyridine-2,7-dicarboxylic acid FC1=CC=C(C=C1)C(N1[C@@H](CN(CC1)C1=C(C(N(C=2C=CC(=NC12)C(=O)O)C)=O)C(=O)O)CC)C1=CC=C(C=C1)F